C(C)(=O)C=1NCCC1 2-ACETYLPYRROLIN